COC1=CC=C(C=C1)C(OCCN(C(CCCCCCCCC(=O)[O-])=O)CCO)(C1=CC=CC=C1)C1=CC=C(C=C1)OC 10-((2-(bis(4-methoxyphenyl) (phenyl) methoxy) ethyl) (2-hydroxyethyl) amino)-10-oxodecanoate